(2R,3S,4S)-4-hydroxy-2-{[4'-(trifluoromethyl)-[1,1'-biphenyl]-4-yl]methyl}pyrrolidin-3-yl N-[(3-fluorophenyl)methyl]carbamate FC=1C=C(C=CC1)CNC(O[C@H]1[C@H](NC[C@@H]1O)CC1=CC=C(C=C1)C1=CC=C(C=C1)C(F)(F)F)=O